C(C)(C)(C)OC(C[C@H](CCN1CC(CCC1)(F)F)NC(=O)C1=NN(C(=C1)C1=NC=CC=C1C(F)(F)F)C1CCCC1)=O (S)-3-(1-cyclopentyl-5-(3-(trifluoromethyl)pyridin-2-yl)-1H-pyrazole-3-carboxamido)-5-(3,3-difluoropiperidin-1-yl)pentanoic acid tert-butyl ester